methyl (2R)-2-({(E)-[2-chloro-5-(3,5-dimethyl-2,6-dioxo-4-sulfanylidene-1,3,5-triazinan-1-yl)-4-fluorobenzylidene] amino} oxy)propanoate ClC1=C(\C=N\O[C@@H](C(=O)OC)C)C=C(C(=C1)F)N1C(N(C(N(C1=O)C)=S)C)=O